FC1([C@@H]([C@@H](N(C1)C(C(C)(C)O)=O)CC=1C(=C(C=CC1)C1=C(C(=C(C=C1)F)C)F)F)NS(=O)(=O)CC)F N-{(2S,3R)-4,4-difluoro-1-(2-hydroxy-2-methylpropanoyl)-2-[(2,2',4'-trifluoro-3'-methyl[1,1'-biphenyl]-3-yl)methyl]-pyrrolidin-3-yl}ethanesulfonamide